5-(5-chloropyridin-2-yl)-1-(2,4-difluorophenyl)-1H-1,2,4-triazol-3-ol ClC=1C=CC(=NC1)C1=NC(=NN1C1=C(C=C(C=C1)F)F)O